C1(=CC=CC=C1)[C@@H]1CC[C@H](CC1)N (trans)-4-phenyl-cyclohexan-1-amine